CN1C(NC2=CC=CC=C2C1)=O 3-methyl-3,4-dihydroquinazolin-2(1H)-one